C(C)(C)(C)C1=C(C(=CC(=C1)CCCOP1OC2=C(C3=C(O1)C(=CC(=C3)C(C)(C)C)C(C)(C)C)C=C(C=C2C(C)(C)C)C(C)(C)C)C)O 2-t-butyl-6-methyl-4-[3-(2,4,8,10-tetra-t-butylbenzo[d][1,3,2]benzodioxaphosphepin-6-yl)oxypropyl]phenol